BrC=1C=C(C=C(C1)Br)C(C)(C)C 3,5-dibromotert-butylbenzene